1-(N-benzyl-pyrrol-2-yl)-3-(m-tolyl)propan-1-one C(C1=CC=CC=C1)N1C(=CC=C1)C(CCC=1C=C(C=CC1)C)=O